6,7-dihydro-5H-pyrrolo[2,1-c][1,2,4]triazol-2-ium tetrafluoroborate F[B-](F)(F)F.N=1[NH+]=CN2C1CCC2